4-(2-(4-ethoxybenzyl)-2H-tetrazol-5-yl)-N-(2-hydroxyethyl)benzenesulfonamide C(C)OC1=CC=C(CN2N=C(N=N2)C2=CC=C(C=C2)S(=O)(=O)NCCO)C=C1